N(=C=O)CC1=CC=C(C=C1)OCC(C)C 1-(isocyanato-methyl)-4-(2-methyl-propoxy)benzene